COC=1C=C(C[C@@H]2[C@@](COC2)(C)CC2=CC(=C(C=C2)O)OC)C=CC1OC (3R,4R)-4-(3,4-Dimethoxybenzyl)-3-(4-hydroxy-3-methoxybenzyl)-3-methyldihydrofuran